Cl.N1=C(C=CC=C1)C=1N=C(SC1)NC1=CC=C(C=N1)O 6-(4-(pyridin-2-yl)thiazol-2-ylamino)pyridin-3-ol HCl salt